N-(8-(2-(3-(but-3-yn-1-yl)-3H-diazirin-3-yl)ethoxy)-2,3-dimethylimidazo[1,2-a]pyridin-6-yl)-2-methyl-4-(piperazin-1-yl)-2H-indazole-7-carboxamide 2,2,2-trifluoroacetate FC(C(=O)O)(F)F.C(CC#C)C1(N=N1)CCOC=1C=2N(C=C(C1)NC(=O)C1=CC=C(C3=CN(N=C13)C)N1CCNCC1)C(=C(N2)C)C